9-(tetrahydro-2H-pyran-2-yl)-9H-purine-8-carbaldehyde O1C(CCCC1)N1C2=NC=NC=C2N=C1C=O